C1N(CC12CCC2)C2=CC1=C(N(C=N1)C1=CC=C(C=C1)CC(=O)NC1=CC(=NO1)C(C)(C)C)C=C2 2-(4-(5-(2-azaspiro[3.3]heptan-2-yl)-1H-benzo[d]imidazol-1-yl)phenyl)-N-(3-(tert-butyl)-isoxazol-5-yl)acetamide